2-n-octylisothiazolin-3-one CCCCCCCCN1C(=O)CCS1